6-bromo-3-(4-(5-(2-methyl-1H-imidazol-4-yl)-3,6-dihydropyridin-1(2H)-yl)pyrimidin-2-yl)imidazo[1,2-a]pyrazine BrC=1N=CC=2N(C1)C(=CN2)C2=NC=CC(=N2)N2CCC=C(C2)C=2N=C(NC2)C